N-(3-(pyridin-4-yl)-1H-pyrazol-5-yl)propenamide N1=CC=C(C=C1)C1=NNC(=C1)NC(C=C)=O